C(C)(C)(C)OC(=O)N1C[C@H]([C@@H](C1)C)CO |r| rac-trans-tert-butyl-3-(hydroxymethyl)-4-methylpyrrolidine-1-carboxylate